[p-(4-morpholino-1H-1,5,7-triazainden-2-yl)phenyl]-7-hydroxy-2-aza-7-spiro[3.5]nonanecarboxamide O1CCN(CC1)C1=C2C=C(NC2=NC=N1)C1=CC=C(C=C1)C1NCC12CCC(CC2)(C(=O)N)O